ClC=1C(=NC=CN1)CNC(=O)C1C[C@@H](N(C1)C(=O)OC(C)(C)C)COC Tert-butyl (2R)-4-{[(3-chloropyrazin-2-yl)methyl]carbamoyl}-2-(methoxymethyl)pyrrolidine-1-carboxylate